(1-((5-fluoro-6-methylpyridin-3-yl)methyl)-1H-pyrazol-4-yl)methylamine FC=1C=C(C=NC1C)CN1N=CC(=C1)CN